2-(5-amino-2-(furan-2-yl)-7H-pyrazolo[4,3-e][1,2,4]triazolo[1,5-c]pyrimidin-7-yl)-N-cyclopropyl-2-phenylpropionamide NC1=NC2=C(C=3N1N=C(N3)C=3OC=CC3)C=NN2C(C(=O)NC2CC2)(C)C2=CC=CC=C2